4-methyl-5-hydroxy-3-(N,N-dimethylaminoethyl)indole CC1=C2C(=CNC2=CC=C1O)CCN(C)C